(±)-1-(3,6-Dibromocarbazol-9-yl)-3-piperazin-1-ylpropane-2-ol BrC=1C=CC=2N(C3=CC=C(C=C3C2C1)Br)C[C@@H](CN1CCNCC1)O |r|